O.O.C(CC(O)(C(=O)[O-])CC(=O)[O-])(=O)[O-].[Na+].[Na+].[Na+] trinatrium citrate dihydrate